ClC1=C(C=CC=C1)[N+]1=CC=CC=C1 N-(o-chlorophenyl)pyridinium